ClCC1=NC=C(C(=C1C)OC)C chloromethyl-3,5-dimethyl-4-methoxypyridine